C(#N)C=1C(=C(C=CC1)N1C[C@@H](CC1)NC(OC(C)(C)C)=O)F tert-butyl (R)-(1-(3-cyano-2-fluorophenyl)pyrrolidin-3-yl)carbamate